6-Fluoro-5-((((1R,2S,4R)-2-fluoro-4-((imidazo[1,2-a]pyridin-8-ylmethyl)amino)cyclohexyl)amino)methyl)-1-methyl-1,3-dihydro-2H-benzo[d]imidazol-2-one FC=1C(=CC2=C(N(C(N2)=O)C)C1)CN[C@H]1[C@H](C[C@@H](CC1)NCC=1C=2N(C=CC1)C=CN2)F